C(C1=CC=CC=C1)O[C@H](C(=O)NN)C (2S)-2-(benzyloxy)propionyl-hydrazine